1-hydroxylcyclohexyl phenyl ketone C1(=CC=CC=C1)C(=O)C1(CCCCC1)O